racemic-(RS)-7-methyl-6,6a,7,8-tetrahydroindolo[4,3-fg]quinolin-9(4H)-one CN1CC(C=C2C3=C4C(C[C@@H]12)=CNC4=CC=C3)=O |r|